2-(piperidin-4-yl)propane-1,3-diol hydrochloride Cl.N1CCC(CC1)C(CO)CO